2-[cyclopropyl-(difluoro)methyl]pyridin-4-ol C1(CC1)C(C1=NC=CC(=C1)O)(F)F